2-(((3aR,4S,6R,6aS)-6-amino-2,2-dimethyltetrahydro-4H-cyclopenta[d][1,3]dioxol-4-yl)oxy)ethan-1-ol N[C@@H]1C[C@@H]([C@@H]2[C@H]1OC(O2)(C)C)OCCO